NCCNCCS(=O)(=O)[O-].[Na+] Sodium 2-[(2-aminoethyl)-amino]ethaneSulfonate